OC1=C(C=CC(=C1)O)/C=C/C(=O)OCCCC1=CC=CC=C1 (E)-3-phenylpropyl 3-(2,4-dihydroxyphenyl)acrylate